FC(C=1C(=C(C=CC1)[C@@H](C)NC=1C2=C(N=C(N1)C)C=NC(=C2)N2CC(CCC2)N(C)C)F)F N-{(1R)-1-[3-(difluoromethyl)-2-fluorophenyl]ethyl}-6-[3-(dimethylamino)piperidin-1-yl]-2-methylpyrido[3,4-d]pyrimidin-4-amine